2-(4-Fluorophenyl)-3-iodo-6,6-bis(methyl-d3)-6,7-dihydro-4H-pyrazolo[5,1-c][1,4]oxazine FC1=CC=C(C=C1)C1=NN2C(COC(C2)(C([2H])([2H])[2H])C([2H])([2H])[2H])=C1I